dihydroxyl-3-methyl-1,5-pentanediol OC(CC(CCO)C)(O)O